FC1=C(OC2=C1C(=CC=C2)CC#N)I 2-(3-fluoro-2-iodobenzofuran-4-yl)acetonitrile